rac-(1r,2r,4s,5r,6s)-N-(3-chloro-4-(trifluoromethyl)phenyl)-6-hydroxy-4-(1-methyl-3-(trifluoromethyl)-1H-pyrazol-4-yl)-8-oxatricyclo[3.2.1.02,4]octane-2-carboxamide ClC=1C=C(C=CC1C(F)(F)F)NC(=O)[C@]12[C@H]3C[C@@H]([C@@H]([C@@]2(C1)C=1C(=NN(C1)C)C(F)(F)F)O3)O |r|